S(N)(OC[C@H]1OC(O[C@@H]1C1=C(C=CC=C1)F)C1=CC=CC=C1)(=O)=O ((4R,5R)-5-(2-fluorophenyl)-2-phenyl-1,3-dioxolan-4-yl)methyl sulfamate